1-(3-aminoazetidin-1-yl)-4,4,4-trifluorobutan-1-one NC1CN(C1)C(CCC(F)(F)F)=O